F[P-](F)(F)(F)(F)F.C(C)P(COC)(CC)CC triethyl-(methoxymethyl)phosphine hexafluorophosphate